NC=1N=C(SC1C(=O)C1=CC=C(C=C1)NC(OCC1=CC=CC=C1)=O)N(C1=CC=C(C=C1)F)[C@@H](C(=O)N)C (R)-benzyl N-[4-[4-amino-2-(N-(2-amino-1-methyl-2-oxo-ethyl)-4-fluoro-anilino)thiazole-5-carbonyl]phenyl]carbamate